ClC=1C2=C(N=CN1)N(C=C2)S(=O)(=O)CC2=CC=CC=C2 4-Chloro-7-toluenesulfonyl-7H-pyrrolo[2,3-d]pyrimidine